tert-butyl ((6-(2-chloro-3-(3-chloro-2-(2-formyl-8-methoxy-[1,2,4]triazolo[1,5-a]pyridin-6-yl)pyridin-4-yl)phenyl)-2-methoxypyridin-3-yl)methyl)(isopropyl)carbamate ClC1=C(C=CC=C1C1=C(C(=NC=C1)C=1C=C(C=2N(C1)N=C(N2)C=O)OC)Cl)C2=CC=C(C(=N2)OC)CN(C(OC(C)(C)C)=O)C(C)C